Tert-butyl (2-((4,6-divinylpyrimidin-2-yl)thio)ethyl)carbamate C(=C)C1=NC(=NC(=C1)C=C)SCCNC(OC(C)(C)C)=O